C(CCCCCCCCCCCCCCCCC)SSCCC(=O)O 3-(octadecyldisulfanyl)propanoic acid